N1C=C(C2=CC=CC=C12)CC1=CC(=CC(=N1)C(=O)NC)C(=O)N[C@@H]1[C@H](C1)C 6-((1H-indol-3-yl)methyl)-N2-methyl-N4-((1S,2S)-2-methylcyclopropyl)pyridine-2,4-dicarboxamide